NCC(CN1N=NN(C1=O)CC1=CC(=CC=C1)C1=CC2=C(OCO2)C=C1)=C(F)F 1-[2-(aminomethyl)-3,3-difluoro-allyl]-4-[[3-(1,3-benzodioxol-5-yl)phenyl]methyl]tetrazol-5-one